((2R,3S,5R)-5-(2-chloro-6-((R)-5-oxotetrahydrofuran-2-carboxamido)-9H-purin-9-yl)-2-ethynyl-3-hydroxytetrahydrofuran-2-yl)methyl spiro[4.5]decane-8-carboxylate C1CCCC12CCC(CC2)C(=O)OC[C@]2(O[C@H](C[C@@H]2O)N2C1=NC(=NC(=C1N=C2)NC(=O)[C@@H]2OC(CC2)=O)Cl)C#C